ClC1=NC(=C2N=CN(C2=N1)C1=CC=CC=C1)Cl 2,6-dichloro-9-phenylpurine